C(C)(C)(C)C1C=2C(=C(C(NC2C=2N(C1)C=1C=CC=C(C1C2)OC)=O)C(=O)O)O 5-(tert-butyl)-4-hydroxy-11-methoxy-2-oxo-1,2,5,6-tetrahydroindolo[1,2-h][1,7]naphthyridine-3-carboxylic acid